ClC=1C=C(C(=O)N2CC=3C(=NN4C3C(N(C[C@H]4C)[C@H](C)C=4N=NC(=CC4)C)=O)C[C@H]2C)C=CC1Cl |o1:18| (3R,7R)-2-(3,4-dichlorobenzoyl)-3,7-dimethyl-9-((R*)-1-(6-methylpyridazin-3-yl)ethyl)-1,2,3,4,8,9-hexahydropyrido[4',3':3,4]pyrazolo[1,5-a]pyrazin-10(7H)-one